FC(CNCC(=O)O)F N-(2,2-difluoroethyl)glycine